[Na+].C(CC)S(=O)(=O)[O-] propanesulfonic acid monosodium salt